CN1CCC(CC1)C(=O)OCCOCCOCCOCCOCCN(CCCCCCCC)C(C(COCCCCCCOC(C(CCCCCCCC)CCCCCC)=O)OCCCCCCOC(C(CCCCCCCC)CCCCCC)=O)=O 2-[2-[2-[2-[2-[2,3-bis[6-(2-hexyldecanoyloxy)hexoxy]propanoyl-octylamino]ethoxy]ethoxy]ethoxy]ethoxy]ethyl 1-methylpiperidine-4-carboxylate